bis(4-carboxyphenoxy)-m-terphenyl C(=O)(O)C1=CC=C(OC=2C(=C(C=CC2)C2=CC(=CC=C2)C2=CC=CC=C2)OC2=CC=C(C=C2)C(=O)O)C=C1